[(S)-cyano-(3-phenoxyphenyl)-methyl] (1R,3R)-3-(2,2-dibromoethenyl)-2,2-dimethyl-cyclopropane-1-carboxylate BrC(=C[C@@H]1C([C@@H]1C(=O)O[C@@H](C1=CC(=CC=C1)OC1=CC=CC=C1)C#N)(C)C)Br